2-(4-(3-(2-chloro-10H-phenothiazin-10-yl)propyl)piperazine-1-yl)ethanol ClC1=CC=2N(C3=CC=CC=C3SC2C=C1)CCCN1CCN(CC1)CCO